9-methyl-3-(3-oxo-3-(4-(3-(trifluoromethyl)phenyl)piperazin-1-yl)propyl)-5,6-dihydrobenzo[h]quinazolin-4(3H)-one CC1=CC2=C(CCC=3C(N(C=NC23)CCC(N2CCN(CC2)C2=CC(=CC=C2)C(F)(F)F)=O)=O)C=C1